O=C1NC2=CC(=CC=C2C1)C=1C=C(OC(=O)C2C(C(C2C2=CC=CC=C2)C(=O)O)C2=CC=CC=C2)C=CC1 3-[3-(2-oxoindolin-6-yl)phenoxycarbonyl]-2,4-diphenylcyclobutane-1-carboxylic acid